C(C)OC(CCC(C1=CC=C(C=C1)C(CCC(C)(OCC)C)C(=O)O)C(=O)O)(C)C 1,4-bis(4-ethoxycarboxy-4-methylpentyl)benzene